C(#C)C=1C(=CC=C2C=CC=C(C12)C1=C(C=2N=C(N=C(C2C(=N1)OC)N1CCOCCC1)OC[C@]12CCCN2C[C@@H](C1)F)F)F 4-(7-(8-ethynyl-7-fluoronaphthalen-1-yl)-8-fluoro-2-(((2R,7aS)-2-fluorotetrahydro-1H-pyrrolizin-7a(5H)-yl)methoxy)-5-methoxypyrido[4,3-d]pyrimidin-4-yl)-1,4-oxazepane